C(CCCCCCCCCCCCC)OCC(CNC1=CC=C(C=C1)NCC(COCCCCCCCCCCCCCC)O)O 1,4-bis[3-tetradecyloxy-2-hydroxy-propylamino]benzene